((5-(2,7-diazaspiro[3.5]non-2-yl)-1,2,4-triazin-6-yl)oxy)-5-fluoro-N,N-diisopropylbenzamide hydrochloride Cl.C1N(CC12CCNCC2)C=2N=CN=NC2OC2=C(C(=O)N(C(C)C)C(C)C)C=C(C=C2)F